OCCN1CC2=C(CC1)N=C(S2)C=2C(=C(C=CC2)C2=C(C(=CC=C2)OCCCN2CC1(CC2)CN(CCC1)C(=O)OC(C)(C)C)C)C tert-butyl 2-(3-((3'-(5-(2-hydroxyethyl)-4,5,6,7-tetrahydrothiazolo[5,4-c]pyridin-2-yl)-2,2'-dimethyl-[1,1'-biphenyl]-3-yl) oxy) propyl)-2,7-diazaspiro[4.5]decane-7-carboxylate